[Cl-].C[Si](C)(C)CCC[N+](C)(C)CCCCCCCCCCCCCCCCCC (trimethylsilylpropyl)octadecyldimethylammonium chloride